CS(=O)(=O)C1=NC(=CC(=N1)C=1C=CC(N(C1)CC1=CC=CC2=CC=CC=C12)=O)C(F)(F)F 5-(2-(methylsulfonyl)-6-(trifluoromethyl)pyrimidin-4-yl)-1-(naphthalen-1-ylmethyl)pyridin-2(1H)-one